ClC1=NC=C(C(=N1)NC1CC(CC1)O)C(=O)O 2-chloro-4-((3-hydroxycyclopentyl)amino)pyrimidine-5-carboxylic acid